N-(2-(pyridin-4-yl)-1H-pyrrolo[3,2-c]pyridin-6-yl)-2-(tetrahydro-2H-pyran-4-yl)acetamide N1=CC=C(C=C1)C1=CC=2C=NC(=CC2N1)NC(CC1CCOCC1)=O